benzyl 1-(1-(2,6-bis(benzyloxy)pyridin-3-yl)-7-fluoro-3-methyl-2-oxo-2,3-dihydro-1H-benzo[d]imidazol-4-yl)azetidine-3-carboxylate C(C1=CC=CC=C1)OC1=NC(=CC=C1N1C(N(C2=C1C(=CC=C2N2CC(C2)C(=O)OCC2=CC=CC=C2)F)C)=O)OCC2=CC=CC=C2